NC1=CC=C(OC2=CC=C(C=C2)S(=O)C2=CC=C(C=C2)OC2=CC=C(C=C2)N)C=C1 bis{4-(4-aminophenoxy) phenyl} sulfoxide